FC1=CC=C(C=C1)N1C(=C(C=2C1=CN=CC2O)C2=CC=C(C(=O)O)C=C2)C(C)C 4-[1-(4-fluorophenyl)-4-hydroxy-2-isopropyl-pyrrolo[2,3-c]pyridin-3-yl]benzoic acid